O1C(=CC2=C1C=CC=C2)C([O-])=S benzofuran-2-thiocarboxylate